(1S,2R,3R,4S,6R)-4,6-diamino-3-(((2R,3s,6s)-3-amino-6-((R)-amino(cyclopropyl)methyl)tetrahydro-2H-pyran-2-yl)oxy)cyclohexane-1,2-diol N[C@@H]1[C@H]([C@@H]([C@H]([C@@H](C1)N)O)O)O[C@H]1O[C@@H](CC[C@@H]1N)[C@@H](C1CC1)N